(2-methylmorpholino)(3-(2-(4-(methylsulfonyl)phenyl)furo[3,2-b]pyridin-7-yl)phenyl)methanone CC1OCCN(C1)C(=O)C1=CC(=CC=C1)C1=C2C(=NC=C1)C=C(O2)C2=CC=C(C=C2)S(=O)(=O)C